N-((1S,4S)-4-(7-oxa-2-azaspiro[3.5]nonan-2-yl)cyclohexyl)-2-(3-((2-ethoxy-4-(methyl-sulfonyl)phenyl)amino)prop-1-yn-1-yl)-1-(2,2,2-trifluoroethyl)-1H-indol-4-amine C1N(CC12CCOCC2)C2CCC(CC2)NC=2C=1C=C(N(C1C=CC2)CC(F)(F)F)C#CCNC2=C(C=C(C=C2)S(=O)(=O)C)OCC